O=C1NC2=CC=CC=C2CC12CN(CC2)C#N 2'-oxo-1',4'-dihydro-2'H-spiro[pyrrolidin-3,3'-chinolin]-1-carbonitril